1H-indole-4-carbaldehyde N1C=CC=2C(=CC=CC12)C=O